1,3,5-trimethyl-2,4,6-trimethylbenzene CC1=C(C(=C(C(=C1C)C)C)C)C